ClC=1N=NC2=CC(=CC(=C2C1)F)O 3-chloro-5-fluorocinnolin-7-ol